[4-amino-2-(3-azabicyclo[3.1.1]heptan-3-yl)phenyl]-(1,1-dioxo-1,4-thiazinan-4-yl)methanone NC1=CC(=C(C=C1)C(=O)N1CCS(CC1)(=O)=O)N1CC2CC(C1)C2